C1(CCC(N1C(C(=O)O)(C)N1C(C=CC1=O)=O)=O)=O.C1(C=CC(N1)=O)=O maleimide (succinimido-maleimidopropanoate)